5-(4-phenylpiperazine-1-carbonyl)-2-hydroxybenzaldehyde C1(=CC=CC=C1)N1CCN(CC1)C(=O)C=1C=CC(=C(C=O)C1)O